diphenol sodium salt [Na].C1(=CC=CC=C1)O.C1(=CC=CC=C1)O